4-(ethoxy-d5)-1-(((S)-oxetan-2-yl)methyl)-1H-benzo[d]imidazole-6-carboxylic acid C(C([2H])([2H])[2H])(OC1=CC(=CC=2N(C=NC21)C[C@H]2OCC2)C(=O)O)([2H])[2H]